2-(2,6-dimethoxy-4-(2-(2-methylbiphenyl-3-yl)ethenyl)benzylamino)-3-hydroxy-2-methylpropanoic acid COC1=C(CNC(C(=O)O)(CO)C)C(=CC(=C1)C=CC=1C(=C(C=CC1)C1=CC=CC=C1)C)OC